(R)-N4-(3-Isobutyramido-1-methyl-1H-pyrazol-5-yl)-2-methyl-N-((S)-11-oxo-2,3,10,11-tetrahydro-1H,5H-benzo[d]pyrazolo[1,2-a][1,2]diazepin-10-yl)succinamid C(C(C)C)(=O)NC1=NN(C(=C1)NC(C[C@H](C(=O)N[C@H]1C2=C(CN3N(C1=O)CCC3)C=CC=C2)C)=O)C